(S)-(+)-3-(phenylmethyl)-2-pentanone C1(=CC=CC=C1)C[C@@H](C(C)=O)CC